phosphorous acid sodium salt [Na+].P([O-])([O-])[O-].[Na+].[Na+]